(3Z,6Z)-3-benzylidene-6-((5-tert-butyl-1H-imidazol-4-yl)methylene)piperazine-2,5-dione C(/C1=CC=CC=C1)=C/1\C(N\C(\C(N1)=O)=C/C=1N=CNC1C(C)(C)C)=O